ClC1=CC(=C(C=C1)C1(COC2=CC=CC(=C2C1(F)F)C1CCN(CC1)C)C)F (4-(3-(4-chloro-2-fluorophenyl)-4,4-difluoro-3-methylchroman-5-yl)piperidin-1-yl)methan